ClC1=C(C=C(C=C1)C1=C(C2=C(CCC1)C=C(C=C2)O)C2=NC=C(N=C2)O[C@@H]2CN(CC2)CCCF)F 6-(4-chloro-3-fluoro-phenyl)-5-[5-[(3S)-1-(3-fluoropropyl)pyrrolidin-3-yl]oxypyrazin-2-yl]-8,9-dihydro-7H-benzo[7]annulen-2-ol